N-((R)-1-(((R)-1-(4-chlorothiazol-2-yl)-1-oxo-3-((R)-2-oxopyrrolidin-3-yl)propan-2-yl)amino)-3-cyclohexyl-1-oxopropan-2-yl)-4-methoxy-1H-indole-2-carboxamide ClC=1N=C(SC1)C([C@@H](C[C@@H]1C(NCC1)=O)NC([C@@H](CC1CCCCC1)NC(=O)C=1NC2=CC=CC(=C2C1)OC)=O)=O